N-(1-hydroxy-2-methyl-propan-2-yl)formamide OCC(C)(C)NC=O